6-hydroxyaminoquinoline ONC=1C=C2C=CC=NC2=CC1